C(C)(C)(C)C=1C=C(C=C(C1O)C(C)(C)C)CCC(=O)NN 3-(3,5-di-tert-butyl-4-hydroxyphenyl)-propionyl-hydrazine